4-(4-Acetylphenyl)-1,2,4-triazolidine-3,5-dione C(C)(=O)C1=CC=C(C=C1)N1C(NNC1=O)=O